C(C)(=O)N1CCN(CC1)C1=CC(=C(C(=C1)F)C1=C(C(=CC=C1F)C(=O)NC=1C=NC=CC1N1C[C@H](C[C@H](C1)C)N)F)F 4'-(4-acetylpiperazin-1-yl)-N-(4-((3S,5R)-3-amino-5-methylpiperidin-1-yl)pyridin-3-yl)-2,2',6,6'-tetrafluoro-[1,1'-biphenyl]-3-carboxamide